FC=1C=C(\C=C/2\C(NC3=CC=C(C=C23)OC)=O)C=CC1[N+]#[C-] (E)-3-(3-fluoro-4-isocyanobenzylidene)-5-methoxyindolin-2-one